COCCCCN1C(CCC1)=O N-methoxybutyl-2-Pyrrolidone